BrC1=NN2C(N=C(C=C2N2CCOCC2)Cl)=N1 4-(2-bromo-5-chloro-[1,2,4]triazolo[1,5-a]pyrimidin-7-yl)morpholine